5-bromo-4,6-dimethyl-pyrimidine BrC=1C(=NC=NC1C)C